NC1=NN(C=C1C=1C2=C(N=CN1)NC=C2)C2(CN(C2)C(=O)NC)CC#N 3-(3-amino-4-{7H-pyrrolo[2,3-d]pyrimidin-4-yl}pyrazol-1-yl)-3-(cyanomethyl)-N-methylazetidine-1-carboxamide